(3S)-1-methylpyrrolidin CN1CCCC1